cis-hydroxyProline C1[C@@H](CN[C@@H]1C(=O)O)O